C(C)N1C[C@@](C(=CC1)F)(C)CO (S)-(1-ethyl-4-fluoro-3-methyl-1,2,3,6-tetrahydropyridin-3-yl)methanol